(5-fluoro-2-(1-methyl-1H-1,2,4-triazol-3-yl)phenyl)methylamine FC=1C=CC(=C(C1)CN)C1=NN(C=N1)C